[(2R)-2-benzyloxy-2-(trifluoromethyl)hex-5-enoyl]-3-bromo-6-[(1R)-1-methylbut-3-enoxy]-5-(trifluoromethyl)pyridine-2-carbohydrazide C(C1=CC=CC=C1)O[C@@](C(=O)C1=C(C(=NC(=C1C(F)(F)F)O[C@@H](CC=C)C)C(=O)NN)Br)(CCC=C)C(F)(F)F